(tert-Butyl)2-(2-thienyl)carbazate C(C)(C)(C)OC(N(N)C=1SC=CC1)=O